C(CCC(=O)OCC(CCCC)CC)(=O)OCC(CCCC)CC di-(2-ethylhexyl) succinate